COC(=O)C1CN(C1)CC1=C(C=C(C=C1C)N1CC2=CC(=CC=C2CC1)C(F)(F)F)C.N1CC(=CCC1)C=1C=NC=NC1 5-(1,2,5,6-tetrahydropyridine-3-yl)pyrimidine methyl-1-(2,6-dimethyl-4-(7-(trifluoromethyl)-3,4-dihydroisoquinolin-2(1H)-yl)benzyl)azetidine-3-carboxylate